2-(6-(((1S,4S,5S,6R)-6-fluoro-1-methyl-2-azabicyclo[2.2.1]heptan-5-yl)oxy)pyridazin-3-yl)-5-(1H-pyrazol-1-yl)phenol F[C@H]1[C@H]([C@@H]2CN[C@]1(C2)C)OC2=CC=C(N=N2)C2=C(C=C(C=C2)N2N=CC=C2)O